1-(3-{4-chloro-3-ethyl-1H-pyrrolo[2,3-b]pyridin-3-yl}phenyl)-3-[2-(piperidin-4-yl)ethyl]-1,3-diazinan-2-one ClC1=C2C(=NC=C1)NCC2(CC)C=2C=C(C=CC2)N2C(N(CCC2)CCC2CCNCC2)=O